C=C1C(C(C(C(C1=C)N=C=O)=C)=C)N=C=O 2,3,5,6-tetramethylene-1,4-diisocyanatobenzol